N-(3-isobutylisoxazol-5-yl)-6-(pyrazolo[1,5-a]pyrazine-3-carbonyl)-4,5,6,7-tetrahydrothieno[2,3-c]pyridine-3-carboxamide C(C(C)C)C1=NOC(=C1)NC(=O)C1=CSC=2CN(CCC21)C(=O)C=2C=NN1C2C=NC=C1